C1=CC=C(C(=C1)C(=O)NCC(=O)O[C@H]2[C@@H]([C@H]([C@@H]([C@H](O2)C(=O)O)O)O)O)O The molecule is a carboxylic ester resulting from the formal condensation of the carboxy group of salicyluric acid with the anomeric hydroxy group of beta-D-glucuronic acid. It is a beta-D-glucosiduronic acid and an O-acyl carbohydrate. It derives from a salicyluric acid. It is a conjugate acid of a salicyluric beta-D-glucuronide(1-).